N-(3-(4-methylpiperazin-1-yl)propyl)pyrazino[1',6':1,5]pyrazolo[4,3-b][1,7]naphthyridin-10-amine CN1CCN(CC1)CCCNN1C=CC2=CC=3C(=NC2=C1)C=1N(N3)CC=NC1